C(C)(C)(C)C=1C=C(C=CC1)NC1=NC=CC=C1 N-(3-(tert-butyl)phenyl)pyridine-2-amine